NC1=NC=2C=C(C=CC2C2=C1CCO2)C=2C=NN(C2C2=C(C#N)C(=CC(=C2F)Cl)OC2CC2)C 2-(4-(4-amino-2,3-dihydrofuro[3,2-c]quinolin-7-yl)-1-methyl-1H-pyrazol-5-yl)-4-chloro-6-cyclopropoxy-3-fluorobenzonitrile